ClC=1C=C(C=C(C1)NS(=O)(=O)C)NC(=O)C=1SC(=C(C1)C1=NC=C(C=C1C1=CC(N(C=C1)C)=O)F)C N-(3-chloro-5-(methylsulfonamido)phenyl)-4-(5-fluoro-1'-methyl-2'-oxo-1',2'-dihydro-[3,4'-bipyridin]-2-yl)-5-methylthiophene-2-carboxamide